7-(diethylamino)benzopyrone C(C)N(C1=CC2=C(C=CC(O2)=O)C=C1)CC